6-isopropoxy-2H-benzo[B][1,4]oxazin-3(4H)-one C(C)(C)OC1=CC2=C(OCC(N2)=O)C=C1